NC1=C(C=C(C(=O)N(C2=CC=C(C=C2)F)CC2=CC=CC=C2)C=C1)OC 4-amino-N-benzyl-N-(4-fluorophenyl)-3-methoxybenzamide